CCCCCCCCCCCCCCCCCC1=CC(=CC(=O)O1)O The molecule is a 2-pyranone in which the hydrogens at positions 4 and 6 of 2H-pyran-2-one are replaced by hydroxy and heptadecyl groups respectively. It is a member of 2-pyranones and a heteroaryl hydroxy compound.